P(=O)(O)(O)O.C1(=CC=CC=C1)SSC1=CC=CC=C1 diphenyl disulphide phosphate